[2-(azepan-1-yl)-4-nitrophenyl]-(4-propylpiperazin-1-yl)methanone N1(CCCCCC1)C1=C(C=CC(=C1)[N+](=O)[O-])C(=O)N1CCN(CC1)CCC